3-(4-isobutyl-2-methylphenyl)-2-methylpropanal C(C(C)C)C1=CC(=C(C=C1)CC(C=O)C)C